N,N-bis(hydroxyethyl)-N,N-dimethylammonium chloride [Cl-].OCC[N+](C)(C)CCO